NC1C2=CC(=CC=C2CC12CCNCC2)C#N 1-amino-6-cyano-1,3-dihydrospiro[indene-2,4'-piperidin]